2-(4,4,5,5-tetramethyl-1,3,2-dioxaborolan-2-yl)pyridine CC1(OB(OC1(C)C)C1=NC=CC=C1)C